C(C)(C)N1C=C(C(C(=C1C)C1=CC=NN1C)=O)C(=O)N 1-isopropyl-6-methyl-5-(1-methyl-1H-pyrazol-5-yl)-4-oxo-1,4-dihydropyridine-3-carboxamide